O=C1N(CC=2C3=C(C=CC12)C=CC(=C3)C=3C=NNC3)CC(C(=O)N)=C 2-{[3-oxo-8-(1H-pyrazol-4-yl)-1H,2H,3H-benzo[e]isoindol-2-yl]methyl}prop-2-enamide